C(#C)C1=C(C=C(C=C1)C1=CC=C(C=C1)CCCCC)F 4-ethynyl-4'-pentyl-3-fluoro-1,1'-biphenyl